(R)-tert-Butyl 2-(2-((benzyloxy)carbonyl)hydrazinecarbonyl)-5-oxopyrrolidine-1-carboxylate C(C1=CC=CC=C1)OC(=O)NNC(=O)[C@@H]1N(C(CC1)=O)C(=O)OC(C)(C)C